(E)-2-(4,6-Dichloro-1-(4-(4-fluorophenoxy)benzylidene)-2-methyl-1H-inden-3-yl)acetic acid ClC1=C2C(=C(\C(\C2=CC(=C1)Cl)=C/C1=CC=C(C=C1)OC1=CC=C(C=C1)F)C)CC(=O)O